C(C=C)C1=C(CNC2=CC=C(C=C2)F)C=CC=C1 N-(2-allyl-benzyl)-4-fluoroaniline